2-[5-amino-3-(4-{4-[methoxy(methyl)carbamoyl]benzamido}-4-methylpiperidin-1-yl)-1,2,4-triazin-6-yl]pyridine-4-carboxylic acid NC=1N=C(N=NC1C1=NC=CC(=C1)C(=O)O)N1CCC(CC1)(C)NC(C1=CC=C(C=C1)C(N(C)OC)=O)=O